C(C)(C)(C)OC(=O)CN[C@@H](CCC(=O)[O-])C(=O)[O-] tert-butyloxy-carbonylmethylglutamat